N-[3-(dimethylcarbamoyl)-1-methyl-1H-pyrazol-4-yl]-2-(1H-pyrazol-4-yl)-1,3-thiazole CN(C(=O)C1=NN(C=C1N1C(SC=C1)C=1C=NNC1)C)C